((3RS,4SR)-1-(2-aminooxazolo[4,5-c]pyridin-7-yl)-4-methylpiperidin-3-yl)((S)-6,8-dichloro-1-methyl-3,4-dihydroisoquinolin-2(1H)-yl)methanone NC=1OC2=C(C=NC=C2N2C[C@@H]([C@H](CC2)C)C(=O)N2[C@H](C3=C(C=C(C=C3CC2)Cl)Cl)C)N1 |&1:11,12|